6-Oxo-4-(trifluoromethyl)-1,6-dihydropyridine-3-carboxamide O=C1C=C(C(=CN1)C(=O)N)C(F)(F)F